[5-[[2-bromo-6-chloro-4-[2,2,2-trifluoro-1-hydroxy-1-(trifluoromethyl)ethyl]phenyl]carbamoyl]-2-cyano-phenyl]-4-cyano-2-methyl-benzamide BrC1=C(C(=CC(=C1)C(C(F)(F)F)(C(F)(F)F)O)Cl)NC(=O)C=1C=CC(=C(C1)C=1C(=C(C(=O)N)C=CC1C#N)C)C#N